BrC=1C=CC(=NC1)C(CCOC)N1N=CC(=C1)C1=CC=C(C=C1)NC(OC)=O Methyl (4-(1-(1-(5-bromopyridin-2-yl)-3-methoxypropyl)-1H-pyrazol-4-yl)phenyl)carbamate